potassium acrylate C(C=C)(=O)[O-].[K+]